(S)-3-(tert-butyl)-6-((1-phenylethyl)amino)pyrimidine-2,4(1h,3h)-dione C(C)(C)(C)N1C(NC(=CC1=O)N[C@@H](C)C1=CC=CC=C1)=O